(6-Bromopyrazolo[1,5-a]pyrimidin-2-yl)[(1R)-1-methyl-3,4-dihydro-2(1H)-isoquinolinyl]methanone BrC=1C=NC=2N(C1)N=C(C2)C(=O)N2[C@@H](C1=CC=CC=C1CC2)C